dibutyl-dimethyl-ammonium hydroxide [OH-].C(CCC)[N+](C)(C)CCCC